C(C(O)C)(=O)O.C(C(O)CO)OC(CCCCCCCCCCCCCCCCC)=O.C(CC(O)(C(=O)O)CC(=O)O)(=O)O.C(C(O)CO)OC(CCCCCCCCCCCCCCCCC)=O.C(CCCCCCCCCCCCCCCCC)(=O)OCC(O)CO glyceryl stearate glyceryl-stearate citrate glyceryl-stearate lactate